6-[(5-chloro-3-fluoro-2-pyridyl)-methyl]-2-azaspiro-[3.3]heptane ClC=1C=C(C(=NC1)CC1CC2(CNC2)C1)F